3-AMINO-2,2-DIFLUORO-PROPIONIC ACID NCC(C(=O)O)(F)F